[6-(3-amino-1H-indazol-5-yl)-2-methoxy-3-pyridinyl]-5-methyl-3-phenyl-isoxazole-4-carboxamide NC1=NNC2=CC=C(C=C12)C1=CC=C(C(=N1)OC)NC(=O)C=1C(=NOC1C)C1=CC=CC=C1